tert-butyl (4R)-4-(hydroxy(oxazol-2-yl)methyl)-2,2-dimethyloxazolidine-3-carboxylate OC([C@@H]1N(C(OC1)(C)C)C(=O)OC(C)(C)C)C=1OC=CN1